(R)-6-chloro-2-(3-hydroxy-4-((4-methoxybenzyl)oxy)butyl)pyridin-3-ol ClC1=CC=C(C(=N1)CC[C@H](COCC1=CC=C(C=C1)OC)O)O